1,3-dimethyloldimethylhydantoin C(O)N1C(=O)N(C(=O)C1(C)C)CO